methoxy-2-methyl-1,3-thiazole COC=1N=C(SC1)C